C1(CC1)C=1C=C(C(=NC1)N1CCN(CC1)C(=O)C1=CC=C(C=C1)[C@@]1(C(NC(N1)=O)=O)CC)C (R)-5-{4-[4-(5-cyclopropyl-3-methylpyridin-2-yl)piperazine-1-carbonyl]phenyl}-5-ethylimidazolidine-2,4-dione